Benzopyrano[4,3,2-de]phthalazin-3(2H)-one N=1NC(C=2C=CC=C3C2C1C1=C(O3)C=CC=C1)=O